1-Methyl-3-[[4-methyl-6-(4-methylimidazol-1-yl)-3-pyridinyl]sulfonyl]indole-4-carboxylic acid methyl ester COC(=O)C=1C=2C(=CN(C2C=CC1)C)S(=O)(=O)C=1C=NC(=CC1C)N1C=NC(=C1)C